FC1=C(CC2=NC3=C(N2)C=C(C=C3)C(=O)[O-])C=CC(=C1)C1=NC(=CC=C1)O 2-(2-fluoro-4-(6-hydroxypyridin-2-yl)benzyl)-1H-benzo[d]imidazole-6-carboxylate